N-[(2S)-2-(hydroxymethyl)-2-methyl-6-(trifluoromethyl)-3H-benzofuran-5-yl]pyrazolo[1,5-a]pyrimidine-3-carboxamide OC[C@]1(OC2=C(C1)C=C(C(=C2)C(F)(F)F)NC(=O)C=2C=NN1C2N=CC=C1)C